FC(C1=CC=C(C=C1)N1CCC(CC1)N1C=CC2=CC(=CC=C12)N)(F)F 1-(1-(4-(trifluoromethyl)phenyl)piperidin-4-yl)-1H-indol-5-amine